C1(CCCCC1)CN1[C@@H](C=2N(C=3C=NC=NC13)C(=NN2)C)CC (4R)-5-(cyclohexylmethyl)-4-ethyl-1-methyl-4H,5H-[1,2,4]triazolo[4,3-f]pteridine